COC=1C=C(C=CC1C)NC(=O)C1CCC(CC1)N1C(NC2=CC(=CC(=C2C1)C)C(=O)O)=O 3-[4-[(3-methoxy-4-methyl-phenyl)carbamoyl]cyclohexyl]-5-methyl-2-oxo-1,4-dihydroquinazoline-7-carboxylic acid